(4-Nitrophenyl)-N-[4-[5-(methylamino)-1-[4-(trifluoromethoxy)phenyl]-1,2,4-triazol-3-yl]phenyl]carbamat Hydrochloride Cl.[N+](=O)([O-])C1=CC=C(C=C1)OC(NC1=CC=C(C=C1)C1=NN(C(=N1)NC)C1=CC=C(C=C1)OC(F)(F)F)=O